(6S,7S)-6-((S)-5H-Imidazo[5,1-a]isoindol-5-yl)-4,5,6,7-tetrahydrobenzo[d]thiazol-7-ol C=1N=CN2C1C1=CC=CC=C1[C@@H]2[C@H]2[C@@H](C1=C(N=CS1)CC2)O